(2S)-2-amino-5-(2-amino-1H-imidazol-1-yl)-N-[(3R)-1-{3-[(2-{2-[(6-chlorohexyl)oxy]ethoxy}ethyl)carbamoyl]propyl}pyrrolidin-3-yl]pentanamide N[C@H](C(=O)N[C@H]1CN(CC1)CCCC(NCCOCCOCCCCCCCl)=O)CCCN1C(=NC=C1)N